1,1,1,3,3,3-hexafluoropropan-2-yl (S)-1-((6-carbamoylpyridin-3-yl)carbamoyl)-6-azaspiro[2.5]octane-6-carboxylate C(N)(=O)C1=CC=C(C=N1)NC(=O)[C@H]1CC12CCN(CC2)C(=O)OC(C(F)(F)F)C(F)(F)F